C(C)(C)(C)OC(NC1=NC=C(C=C1C)NC(C(=O)N1C(CCC(C1)C)C1=CC(=CC=C1)O)=O)=O.C(C)(C)(C)C1=CC=C(C=C1)CC para-tertiary butyl-ethylbenzene tert-Butyl-N-[5-[[2-[2-(3-hydroxyphenyl)-5-methyl-1-piperidyl]-2-oxo-acetyl]amino]-3-methyl-2-pyridyl]carbamate